C1(CC1)C1=C(C(=NO1)C1=C(C=CC=C1Cl)Cl)CO[C@H]1[C@@H]2CN([C@H](C1)C2)C(=O)OC(C)(C)C tert-butyl (1S,4S,5R)-5-((5-cyclopropyl-3-(2,6-dichlorophenyl) isoxazol-4-yl)methoxy)-2-azabicyclo[2.2.1]heptane-2-carboxylate